C(C)(C)(C)C1=NOC(=C1)NC(CC1=CC=C(C=C1)N1C=NC2=NC(=NC=C12)C=1C=NN(C1)C)=O N-(3-(tert-butyl)isoxazol-5-yl)-2-(4-(2-(1-methyl-1H-pyrazol-4-yl)-7H-purin-7-yl)phenyl)acetamide